O1CCOC12CCC(CC2)N2N=C(C(=C2)[N+](=O)[O-])C(C)C 1-{1,4-dioxaspiro[4.5]decan-8-yl}-4-nitro-3-isopropyl-1H-pyrazole